2-(1-imidazolyl)benzoic acid N1(C=NC=C1)C1=C(C(=O)O)C=CC=C1